[Br-].C1(=CC=C(C=C1)C[N+](CCCNS(=O)(=O)CCC(C(C(C(C(C(F)(F)F)(F)F)(F)F)(F)F)(F)F)(F)F)(C)C)C[N+](CCCNS(=O)(=O)CCC(C(C(C(C(C(F)(F)F)(F)F)(F)F)(F)F)(F)F)(F)F)(C)C.[Br-] N,N'-(1,4-phenylenebis(methylene))bis(N,N-dimethyl-3-((3,3,4,4,5,5,6,6,7,7,8,8,8-tridecafluorooctyl)sulfonamido)propan-1-aminium) bromide